N-(4-((2-(2,6-Dioxopiperidin-3-yl)-1-oxoisoindol-4-yl)amino)butyl)-2-methoxybenzamide O=C1NC(CCC1N1C(C2=CC=CC(=C2C1)NCCCCNC(C1=C(C=CC=C1)OC)=O)=O)=O